C(C1=CC=CC=C1)N(S(=O)(=O)CCNC=1C2=C(N=C(N1)N1CCN(CC1)C)C=NC(=C2)Cl)CCO[Si](C)(C)C(C)(C)C N-benzyl-N-(2-((tertbutyldimethylsilyl)oxy)ethyl)-2-((6-chloro-2-(4-methylpiperazin-1-yl)pyrido[3,4-d]pyrimidin-4-yl)amino)ethane-1-sulfonamide